FC=1C=C(C=CC1C(C)C)C1CC(C1)N(C(=O)C1CC2(C1)NC(OC2)=O)C (2s,4s)-N-((1s,3s)-3-(3-fluoro-4-isopropylphenyl)cyclobutyl)-N-methyl-6-oxo-7-oxa-5-azaspiro[3.4]octane-2-carboxamide